tert-Butyl (3R)-3-[[7-chloro-5-[2-methoxy-6-methyl-4-(trifluoromethyl)-phenyl]oxazolo[4,5-b]pyridin-2-yl]amino]piperidine-1-carboxylate ClC1=C2C(=NC(=C1)C1=C(C=C(C=C1C)C(F)(F)F)OC)N=C(O2)N[C@H]2CN(CCC2)C(=O)OC(C)(C)C